difluoro-2-(2-(2-methoxyethoxy)phenyl)acetamide FC(C(=O)N)(C1=C(C=CC=C1)OCCOC)F